N1N=C(N=C1)NC1=CC=CC=C1 (1,2,4-triazolyl)aniline